C1(CC1)C=1C=C(C(N(C1)C)=O)NC1=NC=2C(=NC(=CC2C)OC2=CC(=NC=C2)NC(C)=O)N1C N-(4-((2-((5-cyclopropyl-1-methyl-2-oxo-1,2-dihydropyridin-3-yl)amino)-3,7-dimethyl-3H-imidazo[4,5-b]pyridin-5-yl)oxy)pyridin-2-yl)acetamide